tricyclo[5.4.0.02,4]Undecane-1(11),7,9-triene-8-carboxylic acid C=12C3CC3CCC2=C(C=CC1)C(=O)O